4-(3-cyano-6-(1-methyl-1H-pyrazol-4-yl)pyrazolo[1,5-a]pyridin-4-yl)-N-((6-(4-fluoro-1H-pyrazol-1-yl)pyridin-3-yl)methyl)-3,6-dihydropyridine-1(2H)-carboxamide C(#N)C=1C=NN2C1C(=CC(=C2)C=2C=NN(C2)C)C=2CCN(CC2)C(=O)NCC=2C=NC(=CC2)N2N=CC(=C2)F